2-(perfluorophenyl)-5,6-dihydro-8H-[1,2,4]triazolo[3,4-c][1,4]oxazine-2-ium tetrafluoroborate F[B-](F)(F)F.FC1=C(C(=C(C(=C1F)F)F)F)[N+]=1N=C2COCCN2C1